6-[(2S)-2-aminobutyl]-2-chloro-N-[(3-fluorothien-2-yl)methyl]-7-methylthieno[3,2-d]pyrimidin-4-amine N[C@H](CC1=C(C=2N=C(N=C(C2S1)NCC=1SC=CC1F)Cl)C)CC